tert-butyl(3-chlorophenyl)(2-cyano-2-(isoquinolin-4-ylamino)ethyl)carbamate C(C)(C)(C)OC(N(CC(NC1=CN=CC2=CC=CC=C12)C#N)C1=CC(=CC=C1)Cl)=O